6-[3-(5-fluoro-2-methoxy-4-methylsulfonyl-anilino)prop-1-ynyl]-N-(2-methyl-4-piperidyl)-1-(2,2,2-trifluoroethyl)benzimidazole-4-carboxamide FC=1C(=CC(=C(NCC#CC=2C=C(C3=C(N(C=N3)CC(F)(F)F)C2)C(=O)NC2CC(NCC2)C)C1)OC)S(=O)(=O)C